(E)-1-acetyl-2-((5-(2,6-dimethylmorpholine-4-carbonyl)benzo[d]thiazol-2-yl)methylene)-indolin-3-one C(C)(=O)N1/C(/C(C2=CC=CC=C12)=O)=C/C=1SC2=C(N1)C=C(C=C2)C(=O)N2CC(OC(C2)C)C